FC1(CC(C1)C1=NC(=NC(=C1)N1N=NC2=C1C=CC(=C2)OC)N)F 4-(3,3-difluorocyclobutyl)-6-(5-methoxy-1,2,3-benzotriazol-1-yl)pyrimidin-2-amine